5-amino-3-[4-[[(2-methoxybenzoyl)amino]methyl]phenyl]-1-[2-methyl-1-(trifluoromethyl)propyl]pyrazole-4-carboxamide NC1=C(C(=NN1C(C(C)C)C(F)(F)F)C1=CC=C(C=C1)CNC(C1=C(C=CC=C1)OC)=O)C(=O)N